[3-(5-chloro-2-hydroxy-4-methyl-phenyl)-4-fluoro-phenyl]-morpholino-methanone ClC=1C(=CC(=C(C1)C=1C=C(C=CC1F)C(=O)N1CCOCC1)O)C